4-(5-(prop-1-en-2-yl)-3-(trifluoromethyl)-1H-pyrazol-1-yl)benzonitrile C=C(C)C1=CC(=NN1C1=CC=C(C#N)C=C1)C(F)(F)F